1,5,7-triazabicyclo(4.4.0)deca-5-en N12CCCN=C2NCCC1